3,5-dimethoxy-4-hydroxyacetophenone CC(=O)C1=CC(=C(C(=C1)OC)O)OC